FC1=C(O[C@H]2C(NCC2)=O)C=C(C(=C1)F)N1CCNCC1 (R)-3-(2,4-difluoro-5-(piperazin-1-yl)phenoxy)pyrrolidin-2-one